NC=1C(=NC(=C(N1)N)Cl)C(=O)NC(NCCCCC1=CC=C(C=C1)C1=CC=C(C=C1)CCC(=O)N[C@@H](C(=O)N)CCCCN)=N (R)-3,5-diamino-6-chloro-N-(N-(4-(4'-(3-((1,6-diamino-1-oxohexan-2-yl)amino)-3-oxopropyl)-[1,1'-biphenyl]-4-yl)butyl)carbamimidoyl)pyrazine-2-carboxamide